CC1=CC=C(C=C1)N=NC1=CC=C(C=C1)OCCCCCCO 4-methyl-4'-(6-hydroxyhexyloxy)azobenzene